allyl 3-(((3-(4-aminophenyl)-2-oxo-2H-chromen-7-yl)oxy)methyl)benzoate NC1=CC=C(C=C1)C=1C(OC2=CC(=CC=C2C1)OCC=1C=C(C(=O)OCC=C)C=CC1)=O